4-{5-[(2-methoxybenzylidene)amino]-1,3,4-thiadiazol-2-yl}catechol COC1=C(C=NC2=NN=C(S2)C=2C=C(C(O)=CC2)O)C=CC=C1